methyl 1-ethyl-3-(((trifluoromethyl)sulfonyl)oxy)-1H-pyrazole-5-carboxylate C(C)N1N=C(C=C1C(=O)OC)OS(=O)(=O)C(F)(F)F